FC1=C2C(C=C(NC2=CC(=C1)F)C1=C(C=CC(=N1)C#N)S(=O)(=O)C)=O 6-(5,7-difluoro-4-oxo-1,4-dihydroquinolin-2-yl)-5-(methylsulfonyl)picolinonitrile